(p-methylcarboxyphenyl)-10,15,20-triphenylporphyrin CC1=CC(=C(C=C1)C1=C2NC(=C1)C=C1C=CC(=N1)C(=C1C=CC(N1)=C(C=1C=CC(N1)=C2C2=CC=CC=C2)C2=CC=CC=C2)C2=CC=CC=C2)C(=O)O